(2S)-N-[(2S,4S,5S)-5-{[2-(2,6-dimethylphenoxy)acetyl]amino}-4-hydroxy-1,6-diphenylhexan-2-yl]-3-methyl-2-(2-oxo-1,3-diazinan-1-yl)butanamide CC1=C(OCC(=O)N[C@H]([C@H](C[C@H](CC2=CC=CC=C2)NC([C@H](C(C)C)N2C(NCCC2)=O)=O)O)CC2=CC=CC=C2)C(=CC=C1)C